N[C@@H]1C[C@H](CC12CCN(CC2)C2=CN=C1C(=N2)NN=C1C1=C(C(=NC=C1)N)Cl)O (2S,4R)-4-Amino-8-(3-(2-amino-3-chloropyridin-4-yl)-1H-pyrazolo[3,4-b]pyrazin-6-yl)-8-azaspiro[4.5]decan-2-ol